C(C)(C)(C)OC(=O)NCC1=CC(=CS1)C=1C=C(COC=2C=CC(=C(C(=O)O)C2)O)C=C(C1)C1=CSC(=C1)CNC(=O)OC(C)(C)C 5-((3,5-bis(5-(((tert-butoxycarbonyl)amino)methyl)thiophen-3-yl)benzyl)oxy)-2-hydroxybenzoic acid